2-(3-chloro-2-fluorophenyl)-6-(5,6-dimethoxy-1H-benzo[d]imidazol-1-yl)nicotinic acid methyl ester COC(C1=C(N=C(C=C1)N1C=NC2=C1C=C(C(=C2)OC)OC)C2=C(C(=CC=C2)Cl)F)=O